C(C=C)(=O)N(CC(=O)OCC)C=1C=C2C(=NC1)N(C=C2\C=C\C2=CC=C(C=C2)Cl)C ethyl (E)-N-acryloyl-N-(3-(4-chlorostyryl)-1-methyl-1H-pyrrolo[2,3-b]pyridin-5-yl)glycinate